OC=1C=C(C#CC2=CC(=CC=C2)OC)C=CC1O 3',4'-dihydroxy-3-methoxytolan